C(C)(C)C=1NC(=C(N1)C(=O)O)C(=O)O 2-isopropylimidazole-4,5-dicarboxylic acid